4-chloro-2-(2-chloro-2-methyl-propyl)-5-[(6-iodo-3-pyridinyl)methoxy]pyridazin-3-one ClC=1C(N(N=CC1OCC=1C=NC(=CC1)I)CC(C)(C)Cl)=O